1-(tert-butyl)-3-((R)-2-methyl-3-oxo-4-((R)-1-(4-(trifluoromethyl)pyrimidin-2-yl)ethyl)-3,4-dihydro-2H-benzo[b][1,4]oxazin-7-yl)urea C(C)(C)(C)NC(=O)NC=1C=CC2=C(O[C@@H](C(N2[C@H](C)C2=NC=CC(=N2)C(F)(F)F)=O)C)C1